(S)-2-amino-5-(benzyloxy)-5-oxopentanoic acid N[C@H](C(=O)O)CCC(=O)OCC1=CC=CC=C1